4-methoxy-cinnamaldehyde COC1=CC=C(C=CC=O)C=C1